N=C1C2=C(C(NC1=O)=O)C=C(S2)C2=CC=C(C=C2)OCCN2CCOCC2 7-Imino-2-(4-(2-morpholinoethoxy)phenyl)thieno[3,2-c]pyridine-4,6(5H,7H)-dione